C(C)(C)(C)OC(=O)N(CCC(=O)OC)C=1N=NC(=CC1)OCC1=CC=C(C=C1)OC methyl 3-((tert-butoxycarbonyl)(6-((4-methoxybenzyl)oxy)pyridazin-3-yl)amino)propanoate